C1(CC1)C1=NC=NC(=C1C1=NC(=C2N=CN(C2=N1)C=C)NCC1=CC=C(C=C1)N1N=C(C=C1C)C(F)(F)F)OC 2-(4-cyclopropyl-6-methoxypyrimidin-5-yl)-N-(4-(5-methyl-3-(trifluoromethyl)-1H-pyrazol-1-yl)benzyl)-9-vinyl-9H-purin-6-amine